4,6-dimethoxy-N-(8-methoxy-4H-chromeno[4,3-d]thiazol-2-yl)pyrimidine-5-carboxamide COC1=NC=NC(=C1C(=O)NC=1SC2=C(N1)C=1C=C(C=CC1OC2)OC)OC